[Ca+2].C(CN(CC(=O)[O-])CC(=O)[O-])N(CC(=O)[O-])CC(=O)[O-].[Ca+2] ethylenediaminetetraacetate calcium